FC1(CN(CC[C@@H]1CO)CC1=CC(=C2CN(C(C2=C1)=O)C1=CC(=CC=C1)C1(COC1)CC1=NN=CN1C)C(F)(F)F)F (R)-6-((3,3-difluoro-4-(hydroxymethyl)piperidin-1-yl)methyl)-2-(3-(3-((4-methyl-4H-1,2,4-triazol-3-yl)methyl)oxetan-3-yl)phenyl)-4-(trifluoromethyl)isoindolin-1-one